C1(=CC=CC=C1)OS(=O)(=O)C1=C(C=C(C=C1Cl)Cl)Cl phenyl-2,4,6-trichlorobenzenesulfonate